FC1=CC=C(C=C1)C(O)C1=CC=C(C=C1)C(F)(F)F (4-Fluorophenyl)(4-(trifluoromethyl)phenyl)methanol